7-(5-fluoro-2-(((3S,4R)-3-hydroxytetrahydro-2H-pyran-4-yl)amino)pyrimidin-4-yl)-1-isopropyl-2-((((R)-tetrahydrofuran-3-yl)amino)methyl)quinolin-4(1H)-one FC=1C(=NC(=NC1)N[C@H]1[C@@H](COCC1)O)C1=CC=C2C(C=C(N(C2=C1)C(C)C)CN[C@H]1COCC1)=O